5-(((4-chlorophenoxy)(((S)-1-isopropoxy-1-oxopropan-2-yl)amino)phosphoryl)methyl)benzo[b]thiophene-2-carboxylic acid ClC1=CC=C(OP(=O)(N[C@H](C(=O)OC(C)C)C)CC2=CC3=C(SC(=C3)C(=O)O)C=C2)C=C1